C(CCC)C1CCCC(O1)=O 6-butyltetrahydro-2H-pyran-2-one